ClC1=C(C=CC=C1)[C@H]1N(CCC1)C1=CC=C(C(=O)N[C@H](C)\C=C\S(=O)(=O)C)C=C1 4-((S)-2-(2-chlorophenyl)pyrrolidin-1-yl)-N-((R,E)-4-(methylsulfonyl)but-3-en-2-yl)benzamide